C[Si](CCOCN1N=CC=2C1=NC=C(C2)CN)(C)C 1-(1-[[2-(trimethylsilyl)ethoxy]methyl]pyrazolo[3,4-b]pyridin-5-yl)methanamine